COCCN1N=CC(=C1)NC1=NC=C2C(=N1)N(N=C2NC=2C=C(C=NC2C)NC(CN2C1(CCC1)CCC2)=O)C N-(5-((6-((1-(2-methoxyethyl)-1H-pyrazol-4-yl)amino)-1-methyl-1H-pyrazolo[3,4-d]pyrimidin-3-yl)amino)-6-methylpyridin-3-yl)-2-(5-azaspiro[3.4]octan-5-yl)acetamide